C1(CC1)COC1=CC=C(N=N1)NC([C@H](C)N1C[C@@H](C(CC1)(F)F)C1=CNC(C(=C1)[C@@H](C(F)(F)F)O)=O)=O (S)-N-(6-(cyclopropyl-methoxy)pyridazin-3-yl)-2-((S)-4,4-difluoro-3-(6-oxo-5-((S)-2,2,2-trifluoro-1-hydroxyethyl)-1,6-dihydropyridin-3-yl)piperidin-1-yl)propanamide